(4-fluorophenyl)-N-[(4-methyl-2,5-dioxoimidazolidin-4-yl)methyl]-2H-1,2,3-triazole-4-carboxamide FC1=CC=C(C=C1)N1N=CC(=N1)C(=O)NCC1(NC(NC1=O)=O)C